BrC=1C=CC(=C(C1)N1N=CC=C1C#N)Cl 1-(5-bromo-2-chlorophenyl)-1H-pyrazole-5-carbonitrile